1,3,5-tri(3,1-benzoxazin-4-on-2-yl)benzene N1=C(OC(C2=C1C=CC=C2)=O)C2=CC(=CC(=C2)C2=NC1=C(C(O2)=O)C=CC=C1)C1=NC2=C(C(O1)=O)C=CC=C2